C=1NC=NN1 2,4,5-triazol